NC=1C(=NON1)N1N=NC(=C1)C(=O)NNCC1=CC=C(C=C1)SC (E)-1-(4-amino-1,2,5-oxadiazol-3-yl)-N'-(4-(methylthio)benzyl)-1H-1,2,3-triazole-4-carbohydrazide